(10H-phenothiazin-3-yl)methylamine C1=CC(=CC=2SC3=CC=CC=C3NC12)CN